C(C)(C)(C)OC(=O)NCCC=1OCC(N1)C(=O)OC methyl 2-(2-{[(tert-butoxy) carbonyl] amino} ethyl)-4,5-dihydro-1,3-oxazole-4-carboxylate